2,2-bis(4-amino-3-hydroxyphenyl)hexafluoropropane NC1=C(C=C(C=C1)C(C(F)(F)F)(C(F)(F)F)C1=CC(=C(C=C1)N)O)O